NC=1NC(C=2N=CN(C2N1)[C@H]1\C(\[C@@H]2O[Si](O[Si](OC[C@H]2O1)(C(C)C)C(C)C)(C(C)C)C(C)C)=C/C(=O)OCC)=O (Z)-ethyl 2-((6aR,8R,9aS)-8-(2-amino-6-oxo-1H-purin-9(6H)-yl)-2,2,4,4-tetraisopropyl-6H-furo[3,2-f][1,3,5,2,4]trioxadisilocin-9(6aH,8H,9aH)-ylidene)acetate